tert-butyl-(2R,6S)-2-(2,2-difluoroethyl)-2',6'-dimethyl-spiro[4,5-dihydrothieno[2,3-c]pyran-7,4'-piperidine]-1'-carboxylate C(C)(C)(C)OC(=O)N1C(CC2(CC1C)OCCC1=C2SC(=C1)CC(F)F)C